C(C1=CC=CC=C1)N1C[C@@]2([C@H](CC1)C(NC2)=O)F (3aS,7aR)-5-benzyl-3a-fluorooctahydro-1H-pyrrolo[3,4-c]pyridin-1-one